SCC1=C(C=C(C=C1)CS)CS 1,2,4-Tris(mercaptomethyl)benzol